[F].P(O)(=O)(F)F difluorophosphoric acid fluorine